1-Decyl-2-butylpyrrolium triflat [O-]S(=O)(=O)C(F)(F)F.C(CCCCCCCCC)[NH+]1C(=CC=C1)CCCC